CSCC1=C(C=CC(=C1)[N+](=O)[O-])C=1CN(CC1)C(=O)[O-] 3-(2-(methylthiomethyl)-4-nitrophenyl)-2,5-dihydro-1H-pyrrole-1-carboxylate